(s)-2,2-dimethylcyclopropanecarboxylic acid CC1([C@H](C1)C(=O)O)C